OC(C(=O)OCC)(C[N+](=O)[O-])C=1C=NC(=CC1)OC ethyl 2-hydroxy-2-(6-methoxypyridin-3-yl)-3-nitropropionate